FC1=CC=C(C=C1)C(OCCN1CCN(CC1)CCCC1=CC=CC=C1)C1=CC=C(C=C1)F 1-[2-[bis(4-fluorophenyl)methoxy]ethyl]-4-(3-phenylpropyl)piperazine